BrC=1C(=C(C=C(C1)Br)CC(=O)O)O 2-(3,5-dibromo-2-hydroxyphenyl)acetic acid